difluoroketene FC(=C=O)F